9-tert-butoxycarbonyl-9-azabicyclo[3.3.1]nona-2,6-diene C(C)(C)(C)OC(=O)N1C2C=CCC1C=CC2